(R)-4-(1-((3-cyanophenyl)sulfonyl)-N-(4-cyclohexylbenzyl)azetidine-2-carboxamido)-2-hydroxybenzoic acid C(#N)C=1C=C(C=CC1)S(=O)(=O)N1[C@H](CC1)C(=O)N(CC1=CC=C(C=C1)C1CCCCC1)C1=CC(=C(C(=O)O)C=C1)O